FC1=CC=C(C(=O)C(CCC#N)(C#CC2=CC=CC=C2)C)C=C1 4-(4-fluorobenzoyl)-4-methyl-6-phenyl-5-hexynonitrile